F[C@@H]1[C@@H](C[C@]2(CCC[C@@H]1N2)C)C(=C)C=2N=NC(=CN2)C2=C(C=C(C=C2)N2C=NC=C2)O 2-(3-(1-((1R,3S,4R,5S)-4-fluoro-1-methyl-9-azabicyclo[3.3.1]nonan-3-yl)vinyl)-1,2,4-triazin-6-yl)-5-(1H-imidazol-1-yl)phenol